methyl 2-[[4-[5-[(4-cyano-2-fluoro-phenyl)methylsulfanyl]pyrazol-1-yl]-1-piperidyl]methyl]-3-[[(2S)-oxetan-2-yl]methyl]benzimidazole-5-carboxylate C(#N)C1=CC(=C(C=C1)CSC1=CC=NN1C1CCN(CC1)CC=1N(C2=C(N1)C=CC(=C2)C(=O)OC)C[C@H]2OCC2)F